C(N)(=O)C[C@@H](CC(=O)O)CC(C)C (S)-(+)-3-carbamoylmethyl-5-methylhexanoic acid